(S)-2-(1-methyl-1H-pyrazol-4-yl)-N-(2-methyl-5-((2-(2-methylpyrrolidin-1-yl)ethyl)carbamoyl)phenyl)-1H-pyrrolo[2,3-b]pyridine-5-carboxamide CN1N=CC(=C1)C1=CC=2C(=NC=C(C2)C(=O)NC2=C(C=CC(=C2)C(NCCN2[C@H](CCC2)C)=O)C)N1